[C@H]12CN(C[C@H](CC1)N2)C2=NC(=NC1=C(C(=CC=C21)C2=CC(=CC1=CC=CC=C21)O)F)OCCC(=O)NC 3-((4-((1R,5S)-3,8-diazabicyclo[3.2.1]octan-3-yl)-8-fluoro-7-(3-hydroxynaphthalen-1-yl)quinazolin-2-yl)oxy)-N-methylpropanamide